6-chloro-4-hydroxy-2-methyl-N-(2-pyridyl)-2H-thieno[2,3-e]-1,2-thiazine-3-Carboxamide 1,1-dioxide ClC1=CC2=C(C(=C(N(S2(=O)=O)C)C(=O)NC2=NC=CC=C2)O)S1